CC=1C=C(C=CC1C)N1N=NC=C1 1-(3,4-dimethylphenyl)-1H-1,2,3-triazol